O(S(=O)(=O)C(F)(F)F)C1=CC(=C(C=C1)C1=CC(=CC=C1)[N+](=O)[O-])C=CC(=O)N (3-amino-3-oxoprop-1-en-1-yl)-3'-nitrobiphenyl-4-yl triflate